tert-Butyl N-(5-bromo-4-methyl-2-vinyl-3-pyridyl)carbamate BrC=1C(=C(C(=NC1)C=C)NC(OC(C)(C)C)=O)C